[Cd].[B].[Fe].[Nd] neodymium-iron-boron cadmium